C(CCC)(=O)NS(=O)(=O)C1=CC=C(O1)C(=O)NC12CC(C1)(C2)C=2SC1=C(N2)C=CC(=C1)Cl 5-(butanoylsulfamoyl)-N-[3-(6-chloro-1,3-benzothiazol-2-yl)-1-bicyclo[1.1.1]pentanyl]furan-2-carboxamide